NCCC1=CC=C(C=C1)B1OC(C)(C)C(C)(C)O1 4-(2-aminoethyl)phenylboronic acid pinacol ester